2-(4-bromophenyl)-N-ethyl-ethane-1-amine BrC1=CC=C(C=C1)CCNCC